1,3-bis(4-isopropylamidino-2-fluoro-phenoxymethyl)-2-fluorobenzene dihydrochloride Cl.Cl.C(C)(C)NC(=N)C1=CC(=C(OCC2=C(C(=CC=C2)COC2=C(C=C(C=C2)C(NC(C)C)=N)F)F)C=C1)F